(S)-3-(6,8-dihydro-5H-imidazo[5,1-c][1,4]oxazin-3-yl)-6-fluoro-1-(4-((3-methylmorpholino)methyl)phenyl)-1,4-dihydrothiochromeno[4,3-c]pyrazole 5,5-dioxide C=1N=C(N2C1COCC2)C=2C1=C(N(N2)C2=CC=C(C=C2)CN2[C@H](COCC2)C)C=2C=CC=C(C2S(C1)(=O)=O)F